(2S,4R)-4-hydroxy-1-(2-methyl-3-(1H-1,2,4-triazol-1-yl)propanoyl)-N-(4-(4-methylthiazol-5-yl)benzyl)pyrrolidine-2-carboxamide O[C@@H]1C[C@H](N(C1)C(C(CN1N=CN=C1)C)=O)C(=O)NCC1=CC=C(C=C1)C1=C(N=CS1)C